4-amino-N-((3S)-6-bromo-2,3-dihydro-1-benzofuran-3-yl)-N-methyl-1,3-dihydrofuro[3,4-c][1,7]naphthyridine-8-carboxamide NC1=NC=2C=NC(=CC2C2=C1COC2)C(=O)N(C)[C@@H]2COC1=C2C=CC(=C1)Br